5-(2-(1-acetylpiperidin-4-yl)ethoxy)-2-(isoindolin-2-ylmethyl)-4H-pyran-4-one C(C)(=O)N1CCC(CC1)CCOC=1C(C=C(OC1)CN1CC2=CC=CC=C2C1)=O